ClC=1C=C(C=NC1OC1=CC=NC2=CC(=C(C=C12)C(NC)=O)OC)NC(=O)C1(CC1)C(=O)NC1=CC=C(C=C1)F 1-N'-[5-chloro-6-[7-methoxy-6-(methylcarbamoyl)quinolin-4-yl]oxypyridin-3-yl]-1-N-(4-fluorophenyl)cyclopropane-1,1-dicarboxamide